CNC(=O)C1=CSC=2C1=NC(=CC2C(F)(F)F)N2CCN(CC2)CC2=NC=CC=C2 N-methyl-5-(4-(pyridin-2-ylmethyl)piperazin-1-yl)-7-(trifluoromethyl)thieno[3,2-b]pyridine-3-carboxamide